ClC1=NC=C2C(=N1)N(C(N(C2)C2=C(C=CC=C2C)F)=O)[C@@H]2CN(CC2)C(=O)OC(C)(C)C tert-butyl (3S)-3-[7-chloro-3-(2-fluoro-6-methyl-phenyl)-2-oxo-4H-pyrimido[4,5-d]pyrimidin-1-yl]pyrrolidine-1-carboxylate